SC1C(C2=C(C=NC=3C=CC=CC23)CO1)=O mercaptopyrano[3,4-c]quinolone